C(C)(=O)C1=NN(C2=CC=C(C=C12)C=1C=NC(=NC1)Cl)CC(=O)O 2-(3-acetyl-5-(2-chloropyrimidin-5-yl)-1H-indazol-1-yl)acetic acid